3-(1H-imidazol-4-yl)-N-(trideuteriomethyl)-4-[[4-(trifluoromethyl)phenyl]methylamino]benzenesulfonamide N1C=NC(=C1)C=1C=C(C=CC1NCC1=CC=C(C=C1)C(F)(F)F)S(=O)(=O)NC([2H])([2H])[2H]